N1=NN(C2=NC=CC=C21)C2=CC(=C(C(=O)N([C@H]1CNCCC1)C1=NC=CC3=CC=C(C=C13)C(=O)N)C=C2)F (R)-1-(4-(3H-[1,2,3]triazolo[4,5-b]pyridin-3-yl)-2-fluoro-N-(piperidin-3-yl)benzamido)isoquinoline-7-carboxamide